4-(1-Piperazinyl)-6-trifluoromethyl-pyrimidine N1(CCNCC1)C1=NC=NC(=C1)C(F)(F)F